C(CCCCCCCCCCCCCCCCCCCCC)C1=C(CN)C=CC(=C1)CCCCCCCCCCCCCCCCCCCCCC 2,4-di(behenyl)benzyl-amine